Cl.O=C1NC(CCC1C=1C=CC(=NC1)N1CCC(CC1)C(=O)O)=O 1-[5-(2,6-dioxopiperidin-3-yl)pyridin-2-yl]piperidine-4-carboxylic acid hydrochloride